2-[4-[6-[(4-cyano-2-fluoro-phenyl)methoxy]-2-pyridyl]-3-methyl-phenyl]acetic acid C(#N)C1=CC(=C(C=C1)COC1=CC=CC(=N1)C1=C(C=C(C=C1)CC(=O)O)C)F